((4-((S)-2-(5-chloropyridin-2-yl)-2-methylbenzo[d][1,3]dioxol-4-yl)piperidin-1-yl)methyl)-7-fluoro-5-(5-methyl-4H-1,2,4-triazol-3-yl)-1-(((S)-oxetan-2-yl)methyl)-1H-benzo[d]imidazole ClC=1C=CC(=NC1)[C@@]1(OC2=C(O1)C=CC=C2C2CCN(CC2)CC2=NC1=C(N2C[C@H]2OCC2)C(=CC(=C1)C1=NN=C(N1)C)F)C